COC=1C=C(CCN)C=C(C1OCC=C)OC 3,5-dimethoxy-4-(allyloxy)phenethylamine